CN1CC(C1)(C)[C@@](O)(C1=CC(=NC=C1)C1=NOC(=N1)C1CCOCC1)C1=CC=C(C=C1)C(C)C (S)-(1,3-Dimethyl-azetidin-3-yl)-(4-isopropyl-phenyl)-{2-[5-(tetrahydro-pyran-4-yl)-[1,2,4]oxadiazol-3-yl]-pyridin-4-yl}-methanol